(S,E)-1-(2-(3-Fluoropropoxy)-4-(2-(2-methyl-[1,1'-biphenyl]-3-yl)ethenyl)-5-(Trifluoromethyl)benzyl)piperidine-2-carboxylic acid FCCCOC1=C(CN2[C@@H](CCCC2)C(=O)O)C=C(C(=C1)\C=C\C=1C(=C(C=CC1)C1=CC=CC=C1)C)C(F)(F)F